4-(4-amino-2-(4-(2-fluoroacryloylamino)phenyl)-1-methyl-7-(3-(4-methylpiperazin-1-yl)prop-1-yn-1-yl)-1H-pyrrolo[3,2-c]pyridin-3-yl)-2-methoxy-N-(2,2,2-trifluoroethyl)benzamide NC1=NC=C(C2=C1C(=C(N2C)C2=CC=C(C=C2)NC(C(=C)F)=O)C2=CC(=C(C(=O)NCC(F)(F)F)C=C2)OC)C#CCN2CCN(CC2)C